tetramethyl ((5-(((1,3-dihydroxy-2-(hydroxymethyl)propan-2-yl)amino)methyl)-1,3-phenylene)bis(ethane-2,1-diyl))bis(phosphonate) OCC(CO)(CO)NCC=1C=C(C=C(C1)CCP(OC)(OC)=O)CCP(OC)(OC)=O